N-pentenoyl-indole C(C=CCC)(=O)N1C=CC2=CC=CC=C12